NCC(=O)NCCNC(C1=C(C=C(C=C1)NC=1C=2N(C=CN1)C(=CN2)C2=C(C(=C(C=C2)OC)F)F)CC)=O N-[2-[(2-aminoacetyl)amino]ethyl]-4-[[3-(2,3-difluoro-4-methoxyphenyl)imidazo[1,2-a]pyrazin-8-yl]amino]-2-ethylbenzamide